CC1=CC(=NC=C1OC1=CC(=C2C(=N1)N(C=N2)C)NC2=NC=C(C=C2)C(=O)N2CC(C2)OC(C)C)C#N 4-methyl-5-[3-methyl-7-[[5-(3-propan-2-yloxyazetidine-1-carbonyl)pyridin-2-yl]amino]imidazo[4,5-b]pyridin-5-yl]oxypyridine-2-carbonitrile